NC1=NC=CC(=N1)C=1C2=C(C(=NC1)NCC=1C=C(C(=O)NCC3CN(CCO3)C)C=CC1)CCO2 3-(((7-(2-Aminopyrimidin-4-yl)-2,3-dihydrofuro[3,2-c]pyridin-4-yl)amino)methyl)-N-((4-methylmorpholin-2-yl)methyl)benzamide